Cl.FC(OC1=CC=C(CNC(=N)N)C=C1)(F)F 1-(4-(trifluoromethoxy)benzyl)guanidine hydrochloride